C(C)OC(=O)C1=CC=2C(=NC(=CC2)OC)N1S(=O)(=O)C1=CC=CC=C1 1-(benzenesulfonyl)-6-methoxy-1H-pyrrolo[2,3-b]pyridine-2-carboxylic acid ethyl ester